C(C)OC([C@H](C(C)C)NC(=O)C1=CN=C(O1)C1=CC(=CC=C1)C1=NN(C(=C1)C(N[C@@H](C)C1CC1)=O)CCO)=O.FC(OC1=CC=C(C=C1)NC(C)=O)F N-(4-(difluoromethoxy)phenyl)acetamide (S)-ethyl-2-(2-(3-(5-(((S)-1-cyclopropylethyl)carbamoyl)-1-(2-hydroxyethyl)-1H-pyrazol-3-yl)phenyl)oxazole-5-carboxamido)-3-methylbutanoate